FC1=C(C=CC=C1)NC(C(=O)N1[C@@H]2C[C@@H]2C[C@H]1C(=O)N[C@@H](C[C@H]1C(NCC1)=O)C(COC(F)(F)F)=O)=O (1R,3S,5R)-2-(2-((2-fluorophenyl)amino)-2-oxoacetyl)-N-((S)-3-oxo-1-((S)-2-oxopyrrolidin-3-yl)-4-(trifluoromethoxy)butan-2-yl)-2-azabicyclo[3.1.0]hexane-3-carboxamide